(1,2,3,4-tetrahydro-1,4-methylenebenzo[4,5]imidazo[1,2-a]pyridin-6-yl)carbamic acid tert-butyl ester C(C)(C)(C)OC(NC1=CC=CC2=C1N=C1N2C2CCC1C2)=O